N,N-diethyl-N-benzylammonium C(C)[NH+](CC1=CC=CC=C1)CC